Cl\C(\C)=C/CCCl Z-2,5-dichloro-2-pentene